4-bromodibenzo[b,d]thiophen-3-ol BrC1=C(C=CC2=C1SC1=C2C=CC=C1)O